8-thia-4,5-diazatricyclo[7.4.0.02,7]trideca-1(9),2(7),3-trien-6-one C1=2C=3C=NNC(C3SC2CCCC1)=O